C(CC#C)NC(=O)NC[C@H](CC1=CC=C(C=C1)O)N(C)C (S)-1-(But-3-yn-1-yl)-3-(2-(dimethylamino)-3-(4-hydroxyphenyl)propyl)urea